C(C)(C)(C)OC(=O)N1CCN(CC1)C=1C=NC=2N(C1)C(=C(N2)CC)N(CC)C=2SC(=C(N2)C2=CC=C(C=C2)F)C#N.COC2=CC=C(C=C2)CCC[Si](Cl)(Cl)Cl 3-(p-methoxyphenyl)propyltrichlorosilane tert-butyl-4-(3-((5-cyano-4-(4-fluorophenyl)thiazol-2-yl)(ethyl)amino)-2-ethylimidazo[1,2-a]pyrimidin-6-yl)piperazine-1-carboxylate